1-(4-((4-(1-(4-((1S,2R)-6-hydroxy-2-phenyl-1,2,3,4-tetrahydronaphthalen-1-yl)phenyl)piperidin-4-yl)piperazin-1-yl)methyl)phenyl)dihydropyrimidine-2,4(1H,3H)-dione OC=1C=C2CC[C@H]([C@H](C2=CC1)C1=CC=C(C=C1)N1CCC(CC1)N1CCN(CC1)CC1=CC=C(C=C1)N1C(NC(CC1)=O)=O)C1=CC=CC=C1